COCCC1=NC=2C(=C3C(=NC2NC(C)(C)C)C=CS3)N1CC1CCN(CC1)C(=O)OC(C)(C)C tert-butyl 4-{[2-(2-methoxyethyl)-4-(tert-butylamino)thieno[3,2-b]imidazo[4,5-d]pyridin-1-yl]methyl}hexahydropyridine-1-carboxylate